O1C(COC2=C1C=CC=C2)CN2C(C1=CC(=C(C=C1CC2)OC)OC)C 2-(2,3-dihydrobenzo[1,4]dioxin-2-ylmethyl)-6,7-dimethoxy-1-methyl-1,2,3,4-tetrahydro-isoquinoline